OC1=C(COC2=CC=CC=C12)C(C(F)(F)F)=O 4-hydroxy-3-(2,2,2-trifluoroethan-1-on-1-yl)-2H-chromen